4-methylethylmorpholine bromide [Br-].CN1C(COCC1)CC